4-Chloro-6-(1,1-difluoroethyl)-2-methylpyrimidine ClC1=NC(=NC(=C1)C(C)(F)F)C